C1(CC1)NC(=O)C=1C=CC(=C(C1)C=1C=NC(=C(C(=O)NC)C1)NC(CO)C)C 5-(5-(cyclopropylcarbamoyl)-2-methylphenyl)-2-((1-hydroxypropan-2-yl)amino)-N-methylnicotinamide